BrC=1C(=NC=C(C1)C(F)(F)F)C=1C=C2CCN(C(C2=CC1)=O)C=1C=CC(=C(C1)NS(=O)(=O)C)OCOCCOC N-(5-(6-(3-bromo-5-(trifluoromethyl)pyridin-2-yl)-1-oxo-3,4-dihydroisoquinolin-2(1H)-yl)-2-((2-methoxyethoxy)methoxy)phenyl)methanesulfonamide